methyl 4-(benzyloxy)-3-bromo-5-formylbenzoate C(C1=CC=CC=C1)OC1=C(C=C(C(=O)OC)C=C1C=O)Br